(R)-4-((1-(hydroxymethyl)cyclobutyl)amino)-2-(3-methyl-3,6,8,9-tetrahydro-7H-pyrazolo[3,4-c][2,7]naphthyridin-7-yl)-6,7-dihydrothieno[3,2-d]pyrimidine 5-oxide OCC1(CCC1)NC=1C2=C(N=C(N1)N1CCC=3C4=C(N=CC3C1)N(N=C4)C)CC[S@]2=O